C(=O)(O)C1=CC=C(C=C1)NC1=NC=CC(=N1)C1=C(C=CC=C1)/N=N/C=1C=CC(=C(C(=O)O)C1)O (E)-5-((2-(2-((4-carboxyphenyl)amino)pyrimidin-4-yl)phenyl)diazenyl)-2-hydroxybenzoic acid